N,N-diglycidyl-aminobenzene C(C1CO1)N(CC1CO1)C1=CC=CC=C1